(R)-3-(3-chloro-4-fluorophenyl)-1-(cyclopropyl-(1-oxo-1,2-dihydroisoquinolin-4-yl)methyl)-1-ethylurea ClC=1C=C(C=CC1F)NC(N(CC)[C@@H](C1=CNC(C2=CC=CC=C12)=O)C1CC1)=O